ClC=1C=C2C3=C(NC2=CC1)C(N(CC3)C3=NC(=CC(=N3)C)C)CC3CCC3 6-chloro-1-(cyclobutylmethyl)-2-(4,6-dimethylpyrimidin-2-yl)-2,3,4,9-tetrahydro-1H-pyrido[3,4-b]indole